Cl.O1C=C(C2=C1C=CC=C2)CC(N)B2O[C@@]1([C@H](O2)C[C@H]2C([C@@H]1C2)(C)C)C 2-(benzofuran-3-yl)-1-((3aS,4S,6S,7aR)-3a,5,5-trimethylhexahydro-4,6-methanobenzo[d][1,3,2]dioxaborol-2-yl)ethan-1-amine hydrochloride